3-((3-chloro-4-fluorobenzyl)amino)-6-fluoro-5-(1-(2-fluorophenyl)ethyl)-4H-benzo[e][1,2,4]thiadiazine 1,1-dioxide ClC=1C=C(CNC2=NS(C3=C(N2)C(=C(C=C3)F)C(C)C3=C(C=CC=C3)F)(=O)=O)C=CC1F